(((((2R,3S,4R,5S)-5-(6-chloro-8-(hexahydrocyclopenta[c]pyrrol-2(1H)-yl)imidazo[1,2-b]pyridazin-3-yl)-3,4-dihydroxytetrahydrofuran-2-yl)methoxy)(hydroxy)phosphoryl)methyl)phosphonic acid ClC=1C=C(C=2N(N1)C(=CN2)[C@H]2[C@@H]([C@@H]([C@H](O2)COP(=O)(O)CP(O)(O)=O)O)O)N2CC1C(C2)CCC1